(S)-2-(1-(2-ethyl-6-(1-methyl-5-(((4-oxo-1-propyl-1,4-dihydropyridazin-3-yl)oxy)methyl)-1H-1,2,3-triazol-4-yl)pyridin-3-yl)-5,5-difluoropiperidin-3-yl)acetic acid C(C)C1=NC(=CC=C1N1C[C@H](CC(C1)(F)F)CC(=O)O)C=1N=NN(C1COC1=NN(C=CC1=O)CCC)C